S1C(=NN=C1)SCC(CSC=1SC=NN1)O 1,3-bis((1,3,4-thiadiazol-2-yl)thio)propan-2-ol